N[C@@H]1CN(CC1)CC1=CC=2C(=CN=C(C2C2=CC(=C(C#N)C=C2)F)C2=CC(=C(C(=C2)C)C)C)N1CC (S)-4-(2-((3-aminopyrrolidin-1-yl)methyl)-5-(3,4,5-trimethylphenyl)-1-ethyl-1H-pyrrolo[2,3-c]pyridin-4-yl)-2-fluorobenzonitrile